(4-Hydroxyphenyl)diphenyl-sulfonium OC1=CC=C(C=C1)[S+](C1=CC=CC=C1)C1=CC=CC=C1